4-[4-[3-[4-(5-Hydroxypyridin-3-yl)pyrazol-1-yl]-5-(trifluoromethyl)benzoyl]piperazin-1-yl]-N-methylsulfonylbenzamide OC=1C=C(C=NC1)C=1C=NN(C1)C=1C=C(C(=O)N2CCN(CC2)C2=CC=C(C(=O)NS(=O)(=O)C)C=C2)C=C(C1)C(F)(F)F